C(C(=O)C(=O)O)C(=O)O The molecule is an oxodicarboxylic acid that is succinic acid bearing a single oxo group. It has a role as a metabolite. It is an oxo dicarboxylic acid and a C4-dicarboxylic acid. It derives from a succinic acid. It is a conjugate acid of an oxaloacetate(2-).